3-(5-chloronaphthalen-1-yl)pyridine ClC1=C2C=CC=C(C2=CC=C1)C=1C=NC=CC1